C(C)(C)(C)[C@]1(COCC2=C1NC(C1=C2C=C(S1)C1=CC=NC=C1)=O)O (S)-4-(tert-butyl)-4-hydroxy-8-(pyridin-4-yl)-1,3,4,5-tetrahydro-6H-pyrano[4,3-b]thieno[3,2-d]pyridin-6-one